CC1=C(C(=CC=C1)C)C=1C=C(C=NC1)C(CC(=O)O)NC([C@H](C1=CC=CC=C1)N1C(C=CC(=C1)C)=O)=O 3-(5-(2,6-dimethylphenyl)pyridin-3-yl)-3-((S)-2-(5-methyl-2-oxopyridin-1(2H)-yl)-2-phenylacetamido)propanoic acid